(2R,3S,4R)-4-amino-3-methoxy-2-methylpyrrolidin N[C@H]1[C@@H]([C@H](NC1)C)OC